O1C(CCCC1)N1N=CC2=C(C3=C(C=C12)CCC3)B(O)O (1-(tetrahydro-2H-pyran-2-yl)-1,5,6,7-tetrahydrocyclopenta[f]indazol-4-yl)boronic acid